6-Isopropylchinolin C(C)(C)C=1C=C2C=CC=NC2=CC1